racemic-((3R,4R)-3-hydroxypiperidin-4-yl)carbamic acid benzyl ester C(C1=CC=CC=C1)OC(N[C@H]1[C@@H](CNCC1)O)=O |r|